CC(C(CC(C(=O)OC=COCC)=O)=O)C (ethoxymethylene)-methyl 5-methyl-2,4-dioxohexanoate